2-deoxyglucose racemic-diaminopimelate NC(CCC(=O)O)(CCC(=O)O)N.O=CC[C@@H](O)[C@H](O)[C@H](O)CO